ClC1=C(C=CC=C1)CN1N=C(C=C1C1=CC(=CC=C1)O)COC(C(=O)OC)(C)C methyl 2-([1-[(2-chlorophenyl)methyl]-5-(3-hydroxyphenyl)-1H-pyrazol-3-yl]methoxy)-2-methyl-propanoate